2-chloro-5-fluoro-1H-benzo[d]imidazole ClC1=NC2=C(N1)C=CC(=C2)F